((6-(4-amino-6-iodo-7-methyl-7H-pyrrolo[2,3-d]pyrimidin-5-yl)-5-fluoropyridin-3-yl)imino)hexahydro-1λ6-thiopyran 1-oxide NC=1C2=C(N=CN1)N(C(=C2C2=C(C=C(C=N2)N=S2(CCCCC2)=O)F)I)C